(4-((2R,4r,6S)-2-(difluoromethyl)-7-((5-methoxy-7-methyl-1H-indol-4-yl)methyl)-7-azaspiro[3.5]nonan-6-yl)benzoyl)glycine FC(C1CC2(C1)C[C@H](N(CC2)CC2=C1C=CNC1=C(C=C2OC)C)C2=CC=C(C(=O)NCC(=O)O)C=C2)F